N-(5-((5-(2-hydroxypropan-2-yl)pyridin-2-yl)ethynyl)-8-(methylamino)-2,7-naphthyridin-3-yl)cyclopropanecarboxamide OC(C)(C)C=1C=CC(=NC1)C#CC1=C2C=C(N=CC2=C(N=C1)NC)NC(=O)C1CC1